C(C)(=O)OC1=C2C(C=C(OC2=C(C(=C1)O)[C@@H]1[C@@H](CN(CC1)C)O[Si](C)(C)C(C)(C)C)C1=C(C=CC=C1)Cl)=O 8-((3S,4R)-3-((tert-butyldimethylsilyl)oxy)-1-methylpiperidin-4-yl)-2-(2-chlorophenyl)-7-hydroxy-4-oxo-4H-chromen-5-yl acetate